N-methyl-4-(prop-2-yn-1-ylamino)benzamide CNC(C1=CC=C(C=C1)NCC#C)=O